FC=1C(=C(C=CC1F)[C@H]1[C@@H](O[C@@]([C@@H]1C)(C(F)(F)F)C)C(=O)NC1=C(C(=NC=C1)C(=O)N)F)OC 4-[[(2R,3S,4R,5S)-3-(3,4-Difluoro-2-methoxy-phenyl)-4,5-dimethyl-5-(trifluoromethyl)tetrahydrofuran-2-carbonyl]amino]-3-fluoro-pyridin-2-carboxamid